C1(CC1)C(C(C(=C)C)(C)C)=O 1-cyclopropyl-2,2,3-trimethylbut-3-en-1-one